tetraisopropoxytitanium (IV) C(C)(C)O[Ti](OC(C)C)(OC(C)C)OC(C)C